FC=1C(=NC(=NC1)NC1=CC=C(C=C1)N1CCOCC1)NC1=C(C(=O)NN)C=CC=C1 2-((5-fluoro-2-((4-morpholinylphenyl)amino)pyrimidin-4-yl)amino)benzoyl-hydrazine